O([C@H]1C[C@H](O)[C@H](O)[C@H](O1)C)[C@H]1C[C@H](O)[C@H](O)[C@H](O1)C beta-D-digitoxopyranosyl-(1→4) beta-D-digitoxopyranoside